C(CCCCCC(C)(C)C)(=O)[O-].[Co+2].C(CCCCCC(C)(C)C)(=O)[O-] cobalt neodecanoate salt